FC(OC1=CC=CC=2C(N([C@H]3C=4N([C@@H](C21)C3)C3=C(N4)C=CC(=C3)C#CC3(COCC3)C)C([2H])([2H])[2H])=O)F (7R,14R)-1-(difluoromethoxy)-6-(methyl-d3)-11-((3-methyltetrahydrofuran-3-yl)ethynyl)-6,7-dihydro-7,14-methanobenzo[f]benzo[4,5]imidazo[1,2-a][1,4]diazocin-5(14H)-one